BrC=1C=CC=C2C=CC(=NC12)Cl 8-bromo-2-chloroquinoline